ClC1=CN=C2N(N=C(C(=C2)C)N2CC=3C=C(C=NC3CC2)C=2C(=NN(C2)C)C)C1=O 3-chloro-7-(3-(1,3-dimethyl-1H-pyrazol-4-yl)-7,8-dihydro-1,6-naphthyridin-6(5H)-yl)-8-methyl-4H-pyrimido[1,2-b]pyridazin-4-one